5,5'-dipropyl-[1,1'-bi(cyclohexane)]-2,2'-diamine C(CC)C1CCC(C(C1)C1C(CCC(C1)CCC)N)N